C(C)(C)(C)OC(NC1CC(C1)C1=NC=C(C=C1)C)=O.CSC(C(=O)N1C(CCCC1)C1=NN=C(N1)C1=CC=C(C=C1)C)C 2-(methylsulfanyl)-1-(2-(5-(p-tolyl)-4H-1,2,4-triazol-3-yl)piperidin-1-yl)propan-1-one Tert-butyl-N-[3-(5-methyl-2-pyridyl)Cyclobutyl]carbamate